[N+](=O)([O-])C1=C(C=CC=C1)C(CCCCCCCCCCCCCCCCCCC)O 1-(2-Nitrophenyl)eicosan-1-ol